tert-butyl 4-(2-(1,1-dioxidotetrahydro-2H-thiopyran-4-yl)-6-(4-(4-isopropylpiperazin-1-yl)phenyl)-1-methyl-1H-benzo[d]imidazol-4-yl)-3,6-dihydropyridine-1(2H)-carboxylate O=S1(CCC(CC1)C1=NC2=C(N1C)C=C(C=C2C=2CCN(CC2)C(=O)OC(C)(C)C)C2=CC=C(C=C2)N2CCN(CC2)C(C)C)=O